1,5-Dimethyl-3-(4-(trifluoromethyl)phenyl)-1H-pyrazole-4-ol CN1N=C(C(=C1C)O)C1=CC=C(C=C1)C(F)(F)F